2-isopropyl-5-methylbenzo-1,4-quinone C(C)(C)C=1C(=O)C=C(C(C1)=O)C